NC=1N=CSC1C(C1=CC=CC=C1)=O 4-amino-5-benzoyl-thiazol